C(OC(C)C(=CCC)CCCCCC)([O-])=O deca-3-ene-4-yl-ethyl carbonate